4-bromo-7-chloro-1-(propan-1-En-2-yl)-2,6-naphthyridine BrC1=CN=C(C2=CC(=NC=C12)Cl)C(=C)C